ClC1=C(C=CC(=C1)F)CC(=O)NC1=CC(=NC=C1)N(C(C)=O)C1=CC(=CC=C1)F N-{4-[2-(2-chloro-4-fluorophenyl)acetylamino]pyridin-2-yl}-N-(3-fluorophenyl)acetamide